N-(3,4-difluorophenyl)-5-(2-(((1s,4s)-4-hydroxycyclohexyl)amino)-2-oxoacetyl)-4-methoxy-1,2-dimethyl-1H-pyrrole-3-carboxamide FC=1C=C(C=CC1F)NC(=O)C1=C(N(C(=C1OC)C(C(=O)NC1CCC(CC1)O)=O)C)C